methyl 3-(5-(3-fluoro-5-(imidazo[1,2-a]pyridine-3-carboxamido)-4-methylphenyl)-4H-1,2,4-triazol-3-yl)azetidine-1-carboxylate FC=1C=C(C=C(C1C)NC(=O)C1=CN=C2N1C=CC=C2)C=2NC(=NN2)C2CN(C2)C(=O)OC